2'-(difluoromethyl)-5'-methoxy-N-(5-methoxy-1,3,4-thiadiazol-2-yl)-6-methyl-(4,4'-bipyridine)-3-carboxamide FC(C1=NC=C(C(=C1)C1=C(C=NC(=C1)C)C(=O)NC=1SC(=NN1)OC)OC)F